7-Methyl-2-((7-methylimidazo[1,2-b]pyridazin-6-yl)amino)-9-(tetrahydro-2H-pyran-4-yl)-7,9-Dihydro-8H-purin-8-one CN1C(N(C2=NC(=NC=C12)NC=1C(=CC=2N(N1)C=CN2)C)C2CCOCC2)=O